3-methylhexyl-3,4-epoxyhexyl methacrylate C(C(=C)C)(=O)OC(CC1C(CC)O1)CCC(CCC)C